ONC(C1=CC=C(C=C1)CN1C(N(C(C2=CC=C(C=C12)O)=O)CCC1=CC=CC=C1)=O)=O N-hydroxy-4-((7-hydroxy-2,4-dioxo-3-phenethyl-3,4-dihydroquinazolin-1(2H)-yl)methyl)benzamide